((R)-cyclobutyl(2,6-difluorophenyl)methyl)-2-(2,6-dioxopiperidin-3-yl)-1-oxoisoindoline-5-carboxamide C1(CCC1)[C@H](C1=C(C=CC=C1F)F)C1N(C(C2=CC=C(C=C12)C(=O)N)=O)C1C(NC(CC1)=O)=O